FC1=CC=C(C=C1)C1=NN2C(CN(CC2)C(=O)OC(C)(C)C)=C1C1=C2C(=NC=C1)NC=C2 tert-butyl 2-(4-fluorophenyl)-3-(1H-pyrrolo[2,3-b]pyridin-4-yl)-6,7-dihydropyrazolo[1,5-a]-pyrazine-5(4H)-carboxylate